Butan-1-on C(CCC)=O